tert-butyl N-[4-(methoxymethyl)-3-pyridyl]carbamate COCC1=C(C=NC=C1)NC(OC(C)(C)C)=O